ClC=1C=NC=2N(C1)N=CC2C(=O)NC=2C(=CC1=C(C[C@](O1)(C)CO)C2)N2CCOCC2 6-chloro-N-[(2R)-2-(hydroxymethyl)-2-methyl-6-morpholino-3H-benzofuran-5-yl]pyrazolo[1,5-a]pyrimidine-3-carboxamide